24-Heptacosenoic acid C(CCCCCCCCCCCCCCCCCCCCCCC=CCC)(=O)O